methyl 1-(benzylthio)cyclopropanecarboxylate C(C1=CC=CC=C1)SC1(CC1)C(=O)OC